ClC1=CC=C(C=N1)C(=O)N 6-Chloropyridine-3-carboxamide